NC=1N=C2N(C=C(C=C2)C2=C(C=CC=C2C)F)C1C(=O)[C@H]1[C@H](C1)F (2-amino-6-(2-fluoro-6-methylphenyl)imidazo[1,2-a]pyridin-3-yl)((1S,2S)-2-fluorocyclopropyl)methanone